(S)-1-((2'-chloro-3'-fluoro-6-methyl-[2,4'-bipyridin]-5-yl)oxy)-2,4-dimethylpentan-2-amine ClC1=NC=CC(=C1F)C1=NC(=C(C=C1)OC[C@](CC(C)C)(N)C)C